3-(6-((R)-1-hydroxypropyl)-4-methylpyridin-3-yl)-1,6-naphthyridine-2-carboxamide O[C@H](CC)C1=CC(=C(C=N1)C=1C(=NC2=CC=NC=C2C1)C(=O)N)C